C[C@H]1N(S(O[C@H]1C)(=O)=O)C(=O)OC(C)(C)C tert-butyl (4R,5S)-4,5-dimethyl-1,2,3-oxathiazolidine-3-carboxylate 2,2-dioxide